CCC[C@H](CC[C@@H](CCC)O)O (4R,7R)-4,7-decanediol